(S)-N-(1-(4-((4-cyclopropyl-1,5-naphthyridin-3-yl)amino)phenyl)-2,2,2-trifluoroethyl)-1-(isopropylsulfonyl)-N-methylpiperidine-4-carboxamide C1(CC1)C1=C(C=NC2=CC=CN=C12)NC1=CC=C(C=C1)[C@@H](C(F)(F)F)N(C(=O)C1CCN(CC1)S(=O)(=O)C(C)C)C